(8-(2-(pyridin-4-yl)pyrido[3,4-d]pyrimidin-4-yl)-2,8-diazaspiro[4.5]decan-3-yl)methanol N1=CC=C(C=C1)C=1N=C(C2=C(N1)C=NC=C2)N2CCC1(CC(NC1)CO)CC2